N-(5-(5-chloro-2-methoxyphenyl)-1-(2-methoxyethyl)-1H-pyrazol-4-yl)pyrazolo[1,5-a]pyrimidine-3-carboxamide ClC=1C=CC(=C(C1)C1=C(C=NN1CCOC)NC(=O)C=1C=NN2C1N=CC=C2)OC